morpholin-4-yl-[3-[(2-phenylimidazo[1,2-a]pyrazin-3-yl)amino]phenyl]methanone N1(CCOCC1)C(=O)C1=CC(=CC=C1)NC1=C(N=C2N1C=CN=C2)C2=CC=CC=C2